3-(5-(((1S,2S)-2-(3-(3-fluorophenyl)azetidin-1-yl)cyclohexyl)oxy)-1-oxoisoindolin-2-yl)piperidine-2,6-dione FC=1C=C(C=CC1)C1CN(C1)[C@@H]1[C@H](CCCC1)OC=1C=C2CN(C(C2=CC1)=O)C1C(NC(CC1)=O)=O